COC1=CC=C(C2=C1NC(=N2)NC(=O)N2CC1(CC2)COCCC1)C=1C=NN(C1)C N-[7-methoxy-4-(1-methyl-1H-pyrazol-4-yl)-1H-1,3-benzodiazol-2-yl]-7-oxa-2-azaspiro[4.5]decane-2-carboxamide